(3R,3'R)-4,4'-(3-bromo-1-methyl-1H-pyrazolo[4,3-b]pyridine-5,7-diyl)bis(3-methylmorpholine) BrC1=NN(C=2C1=NC(=CC2N2[C@@H](COCC2)C)N2[C@@H](COCC2)C)C